tert-Butyl (S)-2-[4-(4-azidophenyl)-2,3,9-trimethyl-6H-thieno[3,2-f][1,2,4]triazolo[4,3-a][1,4]diazepin-6-yl]acetate N(=[N+]=[N-])C1=CC=C(C=C1)C1=N[C@H](C=2N(C3=C1C(=C(S3)C)C)C(=NN2)C)CC(=O)OC(C)(C)C